FC1=C(C(=C(C(=C1F)F)F)F)NC(=O)N 2,3,4,5,6-pentafluorophenyl-urea